O=C1N(CCC(N1)=O)C1=CC=C(N=N1)CN1CCC(CC1)C1=NC(=C(C(=O)N)C=C1)C1=CC=C(C=C1)OC1=CC=CC=C1 6-(1-((6-(2,4-dioxotetrahydropyrimidin-1(2H)-yl)pyridazin-3-yl)methyl)piperidin-4-yl)-2-(4-phenoxyphenyl)nicotinamide